3-aminopyrazole-5-carboxylic acid NC1=NNC(=C1)C(=O)O